1-{4-[3-(4-chlorophenyl)-1,2,4-oxadiazol-5-yl]piperazin-1-yl}-2-(3,4-dimethoxyphenyl)ethan-1-one ClC1=CC=C(C=C1)C1=NOC(=N1)N1CCN(CC1)C(CC1=CC(=C(C=C1)OC)OC)=O